CC=1C(C2=CC=CC(=C2C(C1)=O)C)=O 2,5-dimethyl-1,4-naphthoquinone